1-(1H-benzimidazol-4-yl)cyclopropanecarbonitrile N1C=NC2=C1C=CC=C2C2(CC2)C#N